2-chloro-N-(3-((4-((1-cyclohexyl-3,3-difluoropiperidin-4-yl)amino)-6,7-dimethoxyquinazolin-2-yl)amino)propyl)acetamide ClCC(=O)NCCCNC1=NC2=CC(=C(C=C2C(=N1)NC1C(CN(CC1)C1CCCCC1)(F)F)OC)OC